4-(6-(methylamino)pyridin-2-yloxy)benzonitrile CNC1=CC=CC(=N1)OC1=CC=C(C#N)C=C1